FC1(CN(CCC1C1=CC=C(C=C1)O)C(=O)OC(C)(C)C)F tert-butyl 3,3-difluoro-4-(4-hydroxyphenyl)piperidine-1-carboxylate